[(7-{5-[1-(difluoromethyl)cyclopropyl]pyridin-2-yl}-5-fluoropyrrolo[2,1-f][1,2,4]triazin-2-yl)amino]oxan-3-yl acetate C(C)(=O)OC1C(OCCC1)NC1=NN2C(C=N1)=C(C=C2C2=NC=C(C=C2)C2(CC2)C(F)F)F